COC1=C(C=C2C=C(N(C2=C1)CC(C)N1CCN(CC1)S(=O)(=O)C)C#N)CN1CCC2(CN(C2)C2=NC=NC3=CC=C(C=C23)CC(F)(F)F)CC1 6-Methoxy-1-{2-[4-(methylsulfonyl)piperazin-1-yl]propyl}-5-({2-[6-(2,2,2-trifluoroethyl)quinazolin-4-yl]-2,7-diazaspiro[3.5]non-7-yl}methyl)-1H-indole-2-carbonitrile